3-(5-(1-(2-(4-((4-(2-(4-fluorophenyl)-6-hydroxybenzo[b]thiophene-3-carbonyl)phenoxy)methyl)piperidin-1-yl)ethyl)piperidin-4-yl)1-oxoisoindolin-2-yl)piperidine-2,6-dione FC1=CC=C(C=C1)C1=C(C2=C(S1)C=C(C=C2)O)C(=O)C2=CC=C(OCC1CCN(CC1)CCN1CCC(CC1)C=1C=C3CN(C(C3=CC1)=O)C1C(NC(CC1)=O)=O)C=C2